2-(1-(4-(6-Fluoroquinolin-4-yl)cyclohexyl)propyl)-5-(4-isopropoxyphenyl)-1,3,4-oxadiazole FC=1C=C2C(=CC=NC2=CC1)C1CCC(CC1)C(CC)C=1OC(=NN1)C1=CC=C(C=C1)OC(C)C